FC1=C(CC(C(=O)N)(C)C)C=CC(=C1C=1NC(C=C(N1)C=1C=NC(=CC1)C(F)(F)F)=O)C(F)(F)F (2-fluoro-3-{6-oxo-4-[6-(trifluoromethyl)pyridin-3-yl]-1,6-dihydropyrimidin-2-yl}-4-(trifluoromethyl)benzyl)isobutyramide